E-pyridine N1=CC=CC=C1